FC1=C(C(=CC(=C1)F)F)C1=CC=C(C=C1)[C@H](C)NC(=O)[C@H]1NCCC1 (S)-N-((S)-1-(2',4',6'-trifluoro-[1,1-biphenyl]-4-yl)ethyl)pyrrolidine-2-carboxamide